C(C)(C)(C)OC(OC(C)(C)C)=O bist-butylcarbonate